BrC1=NC(=CC(=C1)C1C(N(CCN1)C(=O)OCCCC)C)Cl butyl 3-(2-bromo-6-chloropyridin-4-yl)-2-methylpiperazine-1-carboxylate